FC=1C=C(C=CC1OC1=CC=CC=C1)C1=NNC2=NC=NC(=C21)N 3-(3-fluoro-4-phenoxyphenyl)-1H-pyrazolo[3,4-d]pyrimidin-4-amine